(1R,3R)-1-[2,6-difluoro-4-[1-(3-fluoropropyl)azetidin-3-yl]oxy-phenyl]-3-methyl-2-(2,2,2-trifluoroethyl)-1,3,4,9-tetrahydropyrido[3,4-b]indole FC1=C(C(=CC(=C1)OC1CN(C1)CCCF)F)[C@H]1N([C@@H](CC2=C1NC1=CC=CC=C21)C)CC(F)(F)F